bis(n-Butyl) Peroxide C(CCC)OOCCCC